N(=[N+]=[N-])CCCCCCCCCCCCCCCCCC(=O)O 18-Azido-stearic acid